(3-methylbut-3-en-1-yn-1-yl)benzene CC(C#CC1=CC=CC=C1)=C